FC(C1=NN(C(=C1C(=O)N[C@@H](C)C1=CC=C(C(=O)OC)C=C1)CC1=CC=C(C=C1)C(F)(F)F)C)F methyl (S)-4-(1-(3-(difluoromethyl)-1-methyl-5-(4-(trifluoromethyl)benzyl)-1H-pyrazole-4-carboxamido)ethyl)benzoate